6-Amino-8-[(6-iodo-1,3-benzodioxol-5-yl)thio]-N-(1-methylethyl)-9H-purine-9-propanamine NC1=C2N=C(N(C2=NC=N1)CCCNC(C)C)SC1=CC2=C(OCO2)C=C1I